(+/-)-tert-butyl (3S,4R)-4-((2-(N'-((((benzyloxy)carbonyl)glycyl)oxy)carbamimidoyl)-1-(2,2,2-trifluoroethyl)-1H-indol-4-yl)amino)-3-fluoropiperidine-1-carboxylate C(C1=CC=CC=C1)OC(=O)NCC(=O)ON=C(N)C=1N(C2=CC=CC(=C2C1)N[C@H]1[C@H](CN(CC1)C(=O)OC(C)(C)C)F)CC(F)(F)F |r|